CC1(CC1)OC(=O)N1CCCCC1 piperidine-1-carboxylic acid 1-methylcyclopropyl ester